tert-butyl (S)-5-((1-(3-aminophenyl)ethyl)amino)-3-methyl-1H-pyrazolo[3,4-b]pyrazine-1-carboxylate NC=1C=C(C=CC1)[C@H](C)NC=1N=C2C(=NC1)N(N=C2C)C(=O)OC(C)(C)C